ClC=1N=CC(=NC1)N1C(C=CC=C1)=O 1-(5-Chloropyrazin-2-yl)pyridin-2(1H)-one